CC(C(O)O)(C)C 2,2-dimethylpropanediol